(E)-5-(2-(furan-3-yl)vinyl)-2-isopropyl-3-methoxyphenol O1C=C(C=C1)/C=C/C=1C=C(C(=C(C1)O)C(C)C)OC